8-Chloro-N-(propan-2-yl)-1-[trans-4-(trifluoromethyl)cyclohexyl]-5,6-dihydro-4H-[1,2,4]triazolo[4,3-a][1]benzazepin-5-amin ClC=1C=CC2=C(CC(CC=3N2C(=NN3)[C@@H]3CC[C@H](CC3)C(F)(F)F)NC(C)C)C1